Cl.Cl.NC1=C(C=C(C(=C1)N)O)O 4,6-diamino-1,3-dihydroxy-benzene dihydrochloride